4-(7-bromo-5-{[(3R)-2-oxoazepan-3-yl]amino}[1,2,4]triazolo[1,5-c]quinazolin-2-yl)benzonitrile BrC1=CC=CC=2C=3N(C(=NC12)N[C@H]1C(NCCCC1)=O)N=C(N3)C3=CC=C(C#N)C=C3